BrC=1C(=C(C=CC1)NC(=O)C1=NN2C([C@@H](CCC2)NCC(=O)OC)=C1)Cl methyl 2-[[(4R)-2-[(3-bromo-2-chloro-phenyl)carbamoyl]-4,5,6,7-tetrahydropyrazolo[1,5-a]pyridin-4-yl]amino]acetate